2,4,6-trichlorophenoxy(fluorenyl)titanium dichloride [Cl-].[Cl-].ClC1=C(O[Ti+2]C2=CC=CC=3C4=CC=CC=C4CC23)C(=CC(=C1)Cl)Cl